COC(=O)N([C@H](C(=O)N[C@@H](CC1=CC=C(C=C1)NS([O-])(=O)=O)C=1N=C(SC1)C=1SC=CC1)CC1=CC=CC=C1)C.[Na+] sodium (4-((S)-2-((S)-2-((methoxycarbonyl)(methyl)amino)-3-phenylpropanamido)-2-(2-(thiophen-2-yl)thiazol-4-yl)ethyl)phenyl)sulfamate